((benzyloxy)carbonyl (methyl)amino)pyrrolidine-1-carboxylate C(C1=CC=CC=C1)OC(=O)N(C)C1N(CCC1)C(=O)[O-]